(R)-5-(2-((5,6-diethyl-2,3-dihydro-1H-inden-2-yl)amino)-1-hydroxyethyl)-8-((4-Methylbenzyl)oxy)quinolin-2(1H)-one C(C)C=1C=C2CC(CC2=CC1CC)NC[C@H](O)C1=C2C=CC(NC2=C(C=C1)OCC1=CC=C(C=C1)C)=O